C1(=CC=CC=C1)C=1C=C(C=NC1)C=O (5-(PHENYL)-PYRIDIN-3-YL)METHANON